C1(CC1)C=1C=C2C(CC(OC2=CC1OCC1=CC=C(C=C1)OC)(C)C)=O 6-cyclopropyl-7-((4-methoxybenzyl)oxy)-2,2-dimethylchroman-4-one